C(\C=C\C(=O)O)(=O)O.FC1=C(C=CC=C1)C1=CC(=CN1S(=O)(=O)C=1C=NC=CC1)CNC 5-(2-fluorophenyl)-N-methyl-1-(3-pyridinesulfonyl)-1H-pyrrole-3-methylamine fumarate